3-carbamoylpyrrolidine C(N)(=O)C1CNCC1